CC1(CCC(CCC1)C)C 1,1,4-Trimethyl-cycloheptane